BrCC1=CN=C2C=CC(NC2=C1)=O 7-(bromomethyl)-1,5-naphthyridin-2(1H)-one